Racemic-4-(5-(but-2-ynamido)cyclohex-1-en-1-yl)-3-chloro-5,6-difluoro-2-methyl-1H-indole C(C#CC)(=O)N[C@@H]1CCC=C(C1)C1=C2C(=C(NC2=CC(=C1F)F)C)Cl |r|